C(C1=CC=CC=C1)OC=1C(=C(C=CC1OC([2H])([2H])[2H])CC(=O)NCCC1=CC(=C(C=C1)OCC1=CC=CC=C1)OC)CO 2-(3-(benzyloxy)-2-(hydroxymethyl)-4-(methoxy-d3)Phenyl)-N-(4-(benzyloxy)-3-methoxyphenethyl)acetamide